N-[(1S)-1-(dicyclopropyl-methyl)-2-[[5-(2,5-dimethyl-1-oxido-pyridin-1-ium-3-yl)-6-fluoro-2-pyridyl]amino]-2-oxo-ethyl]-2-(2,2,2-trifluoroethyl)pyrazole-3-carboxamide C1(CC1)C([C@@H](C(=O)NC1=NC(=C(C=C1)C=1C(=[N+](C=C(C1)C)[O-])C)F)NC(=O)C=1N(N=CC1)CC(F)(F)F)C1CC1